O[C@H]1CN(C[C@H]1NC1=NN=C(C2=CC=CC=C12)C1=CC=C(C=C1)C(F)(F)F)C(C=C)=O ((3S,4R)-3-hydroxy-4-((4-(4-(trifluoromethyl)phenyl)phthalazin-1-yl)amino)pyrrolidin-1-yl)prop-2-en-1-one